N-[[6-[2-(tert-butylamino)-2-oxo-acetyl]-6-azaspiro[2.5]octan-2-yl]methyl]furo[2,3-c]pyridine-2-carboxamide C(C)(C)(C)NC(C(=O)N1CCC2(C(C2)CNC(=O)C2=CC=3C(=CN=CC3)O2)CC1)=O